ClC1=C(C=C(C=C1)F)C1NC(C2=C3C(=CC(=C12)NC(C1=CC(=CC(=C1)C(F)(F)F)F)=O)OC(N3)=O)=O N-(6-(2-chloro-5-fluorophenyl)-2,8-dioxo-1,6,7,8-tetrahydro-2H-oxazolo[4,5-e]isoindol-5-yl)-3-fluoro-5-(trifluoromethyl)benzamide